6-chloro-quinoxalin-2(1H)-one ClC=1C=C2N=CC(NC2=CC1)=O